[Si](C)(C)(C(C)(C)C)OCCN1C[C@@H](CCC1)NC(=S)NC1=NC(=CN=C1O)Cl 1-[(3R)-1-[2-[tert-Butyl(dimethyl)silyl]oxyethyl]-3-piperidyl]-3-(6-chloro-3-hydroxy-pyrazin-2-yl)thiourea